CN1N=CC(=C1)C1=CC=C2C(=NC=NC2=C1)C=1C(=NNC1)C1=CC=CC=C1 7-(1-methyl-1H-pyrazol-4-yl)-4-(3-phenyl-1H-pyrazol-4-yl)quinazoline